N-(methyl(oxo)(phenyl)-λ6-sulfaneylidene)cyanamide CS(=NC#N)(C1=CC=CC=C1)=O